naphthyl-alaninyl-cysteamide C1(=CC=CC2=CC=CC=C12)N[C@@H](C)C(=O)N[C@@H](CS(=O)(O)=O)C(=O)N